4-([5-(3-Chlorophenyl)-1,3-oxazol-2-yl]methylsulfanyl)-6-(difluoromethyl)-1,3,5-triazin-2-amine ClC=1C=C(C=CC1)C1=CN=C(O1)CSC1=NC(=NC(=N1)C(F)F)N